diisocyanato-4-methylcyclohexane N(=C=O)C1(CCC(CC1)C)N=C=O